2-(benzyloxy)-3-fluoro-6-hydroxybenzaldehyde C(C1=CC=CC=C1)OC1=C(C=O)C(=CC=C1F)O